C[Si](C1=CC=C(C=C1)Cl)(OC)C dimethylmethoxy(4-chlorophenyl)silane